CNC=1C2=C(N=CN1)N(C=C2)C2C(C(C(C2)CNC[C@@H]2CNCCC2)O)O 3-[4-(methylamino)pyrrolo[2,3-d]pyrimidin-7-yl]-5-({[(3S)-piperidin-3-ylmethyl]amino}methyl)cyclopentane-1,2-diol